ClC=1N=CC=2C3=C(C(=NC2C1F)SC)C=C(N3C3C1CN(C3C1)C(=O)OC(C)(C)C)CCC(=O)OC tert-butyl (endo)-5-(7-chloro-6-fluoro-2-(3-methoxy-3-oxopropyl)-4-(methylthio)-1H-pyrrolo[3,2-c][1,6]naphthyridin-1-yl)-2-azabicyclo[2.1.1]hexane-2-carboxylate